ClC1=C(C=C(C=C1)S(=O)(=O)N(C)C)S(=O)(=O)N 4-chloro-N1,N1-dimethylbenzene-1,3-disulfonamide